O[C@H]1C[C@@H]([C@@H]2[C@H]1OC(O2)(C)C)CC2CC(C2)C(=O)NCCC2=CC=CC=C2 3-{[(3aR,4S,6S,6aS)-6-hydroxy-2,2-dimethyl-tetrahydro-3aH-cyclopenta[d][1,3]dioxol-4-yl]methyl}-N-(2-phenylethyl)cyclobutane-1-carboxamide